((6-(2-chloro-5-fluoro-7H-pyrrolo[2,3-d]pyrimidin-7-yl)pyridin-2-yl)imino)dimethyl-λ6-sulfanone ClC=1N=CC2=C(N1)N(C=C2F)C2=CC=CC(=N2)N=S(=O)(C)C